5-bromopyridin-2-ol BrC=1C=CC(=NC1)O